ClC=1C=C(C=NC1Cl)C1=CSC2=C1C(N(C=C2)CC(=O)N2CC(C2)(F)CC)=O 3-(5,6-dichloropyridin-3-yl)-5-(2-(3-ethyl-3-fluoroazetidin-1-yl)-2-oxoethyl)thieno[3,2-c]pyridin-4(5H)-one